IC1=CC=2N(C(=C1)CC1=CC=C(C=C1)OC(F)(F)F)N=CN2 7-iodo-5-(4-(trifluoromethoxy)benzyl)-[1,2,4]triazolo[1,5-a]pyridine